C1(CC1)C1=C(N=NN1C1=CC=C(C=C1)[C@H](C)NC=1C2=C(N=CN1)SC=C2)C N-[(1S)-1-[4-(5-cyclopropyl-4-methyl-triazol-1-yl)phenyl]ethyl]thieno[2,3-d]pyrimidin-4-amine